NC1=C2C(=NC(=C1)Cl)N(C(N2C)=O)C=2C=NN(C2)C(F)F 7-Amino-5-chloro-3-(1-(difluoromethyl)-1H-pyrazol-4-yl)-1-methyl-1,3-dihydro-2H-imidazo[4,5-b]pyridin-2-one